1-(4-(6-((3-(5-Cyclopropoxypyridin-2-yl)-1,2,4-thiadiazol-5-yl)amino)pyridin-3-yl)piperazin-1-yl)ethanone C1(CC1)OC=1C=CC(=NC1)C1=NSC(=N1)NC1=CC=C(C=N1)N1CCN(CC1)C(C)=O